tert-butyl (1-amino-2-(3-fluorophenyl)-3-hydroxypropan-2-yl)carbamate NCC(CO)(C1=CC(=CC=C1)F)NC(OC(C)(C)C)=O